4-[[3-(2,3-difluoro-4-prop-2-ynoxy-phenyl)imidazo[1,2-a]pyrazin-8-yl]amino]-2-ethyl-N-[3-(2-hydroxyethylamino)propyl]benzamide FC1=C(C=CC(=C1F)OCC#C)C1=CN=C2N1C=CN=C2NC2=CC(=C(C(=O)NCCCNCCO)C=C2)CC